CCC(CC)N1C=C(C2=CC=CC=C12)C(=O)N 1-(pent-3-yl)-1H-indole-3-carboxamide